NC1=C2N=CN(C2=NC(=N1)C=1C=NC=C(C1)Cl)[C@H]1[C@@H]([C@@H]([C@H](O1)C(=O)NC([2H])([2H])[2H])O)O (2S,3S,4R,5R)-5-(6-amino-2-(5-chloropyridin-3-yl)-9H-purin-9-yl)-3,4-dihydroxyl-N-(methyl-d3)-tetrahydrofuran-2-carboxamide